[Li+].[AlH4-] Lithium aluminum hydride